C(CCCCCCCCCCC)C1=CC=C(C=2C(=CC=CC12)N)CCCCCCCC.[Na] sodium 1-dodecyl-4-octylnaphthalene-5-amine